FC=1C=CC2=C(NC(=NS2(=O)=O)NCC2=CC(=CC=C2)F)C1C(=C)C1=CC=CC=C1 6-fluoro-3-((3-fluorobenzyl)amino)-5-(1-phenylvinyl)-4H-benzo[e][1,2,4]thiadiazine 1,1-dioxide